NC1=NC=CC=C1C1=NC(=C(C(=N1)C(=O)OC)OC)C1=C2C=NN(C2=CC=C1C)C1OCCCC1 methyl 2-(2-amino-3-pyridyl)-5-methoxy-6-(5-methyl-1-tetrahydropyran-2-yl-indazol-4-yl)pyrimidine-4-carboxylate